C(C1=CC=CC=C1)OC1=C(C(=CC(=C1C)O)O)C(=O)N1CC2=CC=CC(=C2C1)CO (2-benzyloxy-4,6-dihydroxy-3-methyl-phenyl)-[4-(hydroxymethyl)isoindolin-2-yl]methanone